di-tertbutyl phosphite P(OC(C)(C)C)(OC(C)(C)C)[O-]